(2S)-3-(2,6-difluorophenyl)-2-(9H-fluoren-9-yl-methoxycarbonyl-amino)propanoic acid FC1=C(C(=CC=C1)F)C[C@@H](C(=O)O)N(C(=O)OC)C1C2=CC=CC=C2C=2C=CC=CC12